6-chloro-8-(7,7-difluoro-5-azaspiro[2.4]heptan-5-yl)imidazo[1,2-b]pyridazine ClC=1C=C(C=2N(N1)C=CN2)N2CC1(CC1)C(C2)(F)F